C1(CC1)[C@H](C)NC(=O)C1=CN=CO1.[N] nitrogen (S)-N-(1-cyclopropylethyl)oxazole-5-carboxamide